N-CAPRYLOYL-L-GLUTAMINE 1,1,1,3,3,3-hexafluoropropan-2-yl-(R)-1-((5-methylpyrazin-2-yl)carbamoyl)-6-azaspiro[2.5]octane-6-carboxylate FC(C(C(F)(F)F)[C@@]1(CC12CCN(CC2)C(=O)O)C(NC2=NC=C(N=C2)C)=O)(F)F.C(CCCCCCC)(=O)N[C@@H](CCC(N)=O)C(=O)O